5-Bromo-6-(3-bromo-1-(3-chloropyridin-2-yl)-1H-pyrazol-5-carboxamido)-N-(prop-2-yn-1-yl)pyrazolo[1,5-a]pyridin-7-carboxamid BrC1=CC=2N(C(=C1NC(=O)C1=CC(=NN1C1=NC=CC=C1Cl)Br)C(=O)NCC#C)N=CC2